3-(3-(4-(cyclobutanecarbonyl)piperazin-1-yl)-3-oxopropyl)-8-fluoroisoquinolin-1(2H)-one C1(CCC1)C(=O)N1CCN(CC1)C(CCC=1NC(C2=C(C=CC=C2C1)F)=O)=O